ethyl 1-[(4-{3-azabicyclo[3.1.0]hexan-3-yl}-2-ethenylphenyl)methyl]-1H-imidazole-4-carboxylate C12CN(CC2C1)C1=CC(=C(C=C1)CN1C=NC(=C1)C(=O)OCC)C=C